FC1=C(C=CC(=C1)OC1=NN(C=C1)C1=NC=C(C=C1)C)NC1=NC=NC2=CC(=C(C=C12)NC1CCN(CC1)C(C=C)=O)OC 1-(4-((4-((2-fluoro-4-((1-(5-methylpyridin-2-yl)-1H-pyrazol-3-yl)oxy)phenyl)amino)-7-methoxyquinazolin-6-yl)amino)piperidin-1-yl)prop-2-en-1-one